N-(4-{2-[2-(2-{[2-(2,6-dioxopiperidin-3-yl)-1,3-dioxo-2,3-dihydro-1H-isoindol-4-yl]amino}ethoxy)ethoxy]ethoxy}phenyl)acetamide O=C1NC(CCC1N1C(C2=CC=CC(=C2C1=O)NCCOCCOCCOC1=CC=C(C=C1)NC(C)=O)=O)=O